4-methoxy-benzyl-amine COC1=CC=C(CN)C=C1